C(C)(C)(C)C(C1=CC=CC=C1)(O)C(C)(C)C di-tertbutyl-hydroxytoluene